dibenzofurandinitrile C=1(C(=CC=C2OC3=C(C21)C=CC=C3)C#N)C#N